CC1=CC=C(C=C1)S(=O)(=O)O[C@H]1COCC1 (R)-tetrahydrofuran-3-yl p-toluenesulfonate